(2S)-1-[2-[(3R)-3-[(3-methyl-6-quinolyl)amino]pyrrolidin-1-yl]acetyl]pyrrolidine-2-carbonitrile CC=1C=NC2=CC=C(C=C2C1)N[C@H]1CN(CC1)CC(=O)N1[C@@H](CCC1)C#N